C(C)C=1OC=C(N1)C1=CC(=NC=C1)N(C(=O)C1CCC(CC1)N1CC(C1)O)CC12CCC(CC1)(CC2)C2=CC(=C(C=C2)OC)C 4-((4-(2-Ethyloxazol-4-yl)pyridin-2-yl)((4-(4-methoxy-3-methylphenyl)bicyclo[2.2.2]octan-1-yl)methyl)carbamoyl)cyclohexyl-3-hydroxyazetidine